N-(2-cyanopropan-2-yl)-1,5,7-trimethyl-4-oxo-4,5-dihydro-1H-pyrrolo[3,2-c]pyridine-3-carboxamide C(#N)C(C)(C)NC(=O)C1=CN(C2=C1C(N(C=C2C)C)=O)C